CC1=CC=CC(=N1)C1=NC=CC(=N1)NC1=NC(=NC=C1)NC1=CC=C(C(=O)OCC2CNC2)C=C1 azetidin-3-ylmethyl 4-((4-((2-(6-methylpyridin-2-yl)pyrimidin-4-yl)amino)pyrimidin-2-yl)amino)benzoate